NC1=C(C2=C(S1)C=CC(=C2C=2C1=C(C=3C=NC(=NC3C2F)N2C[C@H](CC2)N(C)C)COC1)F)C#N 2-Amino-4-(3-((S)-3-(dimethylamino)pyrrolidin-1-yl)-5-fluoro-7,9-dihydrofuro[3,4-f]quinazolin-6-yl)-5-fluorobenzo[b]thiophene-3-carbonitrile